Diethyl 2,5-Diiodoadipate IC(C(=O)OCC)CCC(C(=O)OCC)I